Cl.C(C)C=1C=CC(=C(C1)S(=O)(=O)NC1=NOC2=C1C(=CC(=C2)CO[C@H]2CNCC2)OC)OC (R)-5-ethyl-2-methoxy-N-(4-methoxy-6-((pyrrolidin-3-yloxy)methyl)benzo[d]isoxazol-3-yl)benzenesulfonamide hydrochloride